C1(CC1)NC(=O)OC1CN(C1)C=1C(=C(C(=O)OC)C=CC1)N1C=CC=C1 Methyl 3-(3-((cyclopropylcarbamoyl)oxy)azetidin-1-yl)-2-(1H-pyrrol-1-yl)benzoate